C[C@@H]1CN(C[C@@H](O1)C)CC1CCN(CC1)C1=C(N)C=CC=C1 2-(4-{[(2R,6S)-2,6-dimethylmorpholin-4-yl]methyl}piperidin-1-yl)aniline